C(=CCC)C1=CC(=CC=C1)C=CCC m-dibutenylbenzene